O1CCN(CC1)C=1C(NN=CC1)=O 4-morpholinopyridazin-3(2H)-one